C(C)(C)O[Si](C1=CC=C(C=C1)C(=C)C1=CC=CC=C1)(OC(C)C)OC(C)C 1-[4-(triisopropoxysilyl)phenyl]-1-phenylethene